CN1CCN(CC1)C1=NC2=C(N1)C=CC(=C2)N 2-(4-methylpiperazin-1-yl)-1H-benzo[d]imidazol-5-amine